ethoxyformylpyridine hydrochloride Cl.C(C)OC(=O)C1=NC=CC=C1